7-aminothieno[3,2-b]pyridine-5-ol NC1=C2C(=NC(=C1)O)C=CS2